CC1(OCC(O1)CCC(CC#N)=O)C 5-(2,2-dimethyl-1,3-dioxolan-4-yl)-3-oxopentanenitrile